2-acetamido-5-chloro-N-(4,5-dimethylthiazol-2-yl)benzamide C(C)(=O)NC1=C(C(=O)NC=2SC(=C(N2)C)C)C=C(C=C1)Cl